C(C)(C)(C)OC(=O)N[C@@H](C(=O)OC)CC=1C=NC=C(C1)OC Methyl (2R)-2-{[(tert-butoxy)carbonyl]amino}-3-(5-methoxypyridin-3-yl)propanoate